C1=CC=CC1.C1=CC=CC1.C1=CC=CC1.[Y] yttrium tris(cyclopentadiene)